1-(1-Aminoisochinolin-5-yl)-N-(5-cyano-6-(2H-1,2,3-triazol-2-yl)pyridin-3-yl)-5-(trifluoromethyl)-1H-pyrazol-4-carboxamid NC1=NC=CC2=C(C=CC=C12)N1N=CC(=C1C(F)(F)F)C(=O)NC=1C=NC(=C(C1)C#N)N1N=CC=N1